diazabicyclo(5.4.0)undec-7-ene N12NCCCCC2=CCCC1